O-chloroacetyl-N-2-hydroxypropyl-trimethyl-ammonium chloride [Cl-].ClCC(=O)OC(C[N+](C)(C)C)C